C(C)NC1CCC(CC1)N1C(NC2=C1C=C(C(=C2)C=2C=C(C=1N(C2)N=CN1)OC)C)=O 1-((1S,4S)-4-(Ethylamino)cyclohexyl)-5-(8-methoxy-[1,2,4]triazolo[1,5-a]pyridin-6-yl)-6-methyl-1,3-dihydro-2H-benzo[d]imidazol-2-on